C(C)(C)(C)C1=CC=C(C=C1)CNC(=O)N1[C@H](CCC1)C(=O)NC1=CC=C(C=C1)C1=CC=C(C=C1)C(=O)O 4'-[(1-{[(4-tert-butylphenyl)methyl]carbamoyl}-D-prolyl)amino][1,1'-biphenyl]-4-carboxylic acid